COC1=CC=C(C(=O)N[C@H]2C[C@H](CCC2)NC2=CC(=CC=3N2C=C(N3)C(F)(F)F)C)C=C1 4-methoxy-N-[(1R,3S)-3-{[7-methyl-2-(trifluoromethyl)imidazo[1,2-a]pyridin-5-yl]amino}cyclohexyl]benzamide